8-(4-chloro-2-fluorophenyl)-2,3-dimethyl-6-(4-((3-methylpyridin-4-yl)oxy)piperidin-1-yl)pyrimido[5,4-d]pyrimidin-4(3H)-one ClC1=CC(=C(C=C1)C1=NC(=NC2=C1N=C(N(C2=O)C)C)N2CCC(CC2)OC2=C(C=NC=C2)C)F